COC(=O)C=1C=CC2=C(N(C(=N2)CN2CCC=3C=C(C(=NC3C2)O)Cl)C[C@H]2OCC2)C1 (S)-2-((3-chloro-2-hydroxy-5,8-dihydro-1,7-naphthyridin-7(6H)-yl)methyl)-1-(oxetan-2-ylmethyl)-1H-benzo[d]imidazole-6-carboxylic acid methyl ester